CSC1=C(C=CC=C1)P(N(P(C1=CC=C(C=C1)[Si](CCCC)(CCCC)CCCC)C1=CC=C(C=C1)[Si](CCCC)(CCCC)CCCC)C1CCCCC1)C1=C(C=CC=C1)SC N-(bis(2-(methylthio)phenyl)phosphaneyl)-N-cyclohexyl-1,1-bis(4-(tributylsilyl)phenyl)phosphanamine